2-oxoethyl 4-((1-((2R,4R,5R)-3,3-difluoro-4-hydroxy-5-(hydroxymethyl) tetrahydrofuran-2-yl)-2-oxo-1,2-dihydropyrimidin-4-yl) amino)-4-oxobutanoate FC1([C@@H](O[C@@H]([C@H]1O)CO)N1C(N=C(C=C1)NC(CCC(=O)OCC=O)=O)=O)F